NC1=C(C(=NN1[C@@H]1CNCC1)C#CC1=C(C=C2C(=CN=NC2=C1)C1CC1)Cl)C(=O)N 5-amino-3-[2-(6-chloro-4-cyclopropylcinnolin-7-yl)ethynyl]-1-[(3S)-pyrrolidin-3-yl]pyrazole-4-carboxamide